CC(C(=O)O)(C([C@H](CC(C)C)NC([C@H](CC1=CC=CC=C1)NC(CCCCC(C)C)=O)=O)=O)C (4S)-2,2,6-Trimethyl-4-[(2S)-2-(6-methylheptanamido)-3-phenylpropanamido]-3-oxoheptanoic acid